1-(2-fluoro-4-nitro-phenyl)-4-(4,4,5,5-tetramethyl-1,3,2-dioxaborolan-2-yl)-3,6-dihydro-2H-pyridine FC1=C(C=CC(=C1)[N+](=O)[O-])N1CCC(=CC1)B1OC(C(O1)(C)C)(C)C